N-phosphonomethylGlycine P(=O)(O)(O)CNCC(=O)O